FC(C(=O)O)(F)F.N[C@@H](C)C(=O)N[C@@H](CSC(C1=CC=CC=C1)=O)C(=O)O N-(L-alanyl)-S-benzoyl-L-cysteine trifluoroacetate salt